ClC=1C=C(C=CC1F)[C@@H]1CN2[C@H](CO1)CN(CC2)C(=O)C2=C(C(=CC=C2)C=2C=NNC2)Cl [(3R,9aS)-3-(3-chloro-4-fluoro-phenyl)-3,4,6,7,9,9a-hexahydro-1H-pyrazino[2,1-c][1,4]oxazin-8-yl]-[2-chloro-3-(1H-pyrazol-4-yl)phenyl]methanone